FC1=CC(=C(C=C1)C1CC(C(O1)=O)=C)C=1C=NN(C1)C 5-(4-fluoro-2-(1-methyl-1H-pyrazol-4-yl)phenyl)-3-methylenedihydrofuran-2(3H)-one